(4-chloro-3-(4,4,5,5-tetramethyl-1,3,2-dioxaborolan-2-yl)phenyl)(phenyl)methanone ClC1=C(C=C(C=C1)C(=O)C1=CC=CC=C1)B1OC(C(O1)(C)C)(C)C